FC=1C=C2C(=NN(C2=CC1)C)C1=CC=C(C=C1)NC(=O)NCC1=CC=NC=C1 1-[4-(5-Fluoro-1-methyl-1H-indazol-3-yl)-phenyl]-3-pyridin-4-ylmethyl-urea